diethyl 5-cyano-2-iodophenyl phosphite P(OCC)(OCC)OC1=C(C=CC(=C1)C#N)I